(1R,4R)-cyclohexane-1,4-diamine C1CC(CCC1N)N